1-(2-hydroxyphenyl)-1-(4-hydroxyphenyl)tetracosane OC1=C(C=CC=C1)C(CCCCCCCCCCCCCCCCCCCCCCC)C1=CC=C(C=C1)O